(4s,5r)-3-benzyl-5-methyl-2-carbonyl-oxazolidine-4-carbaldehyde C(C1=CC=CC=C1)N1C(O[C@@H]([C@H]1C=O)C)=C=O